L-valyl-L-histidyl-L-valyl-L-valine N[C@@H](C(C)C)C(=O)N[C@@H](CC1=CNC=N1)C(=O)N[C@@H](C(C)C)C(=O)N[C@@H](C(C)C)C(=O)O